C1(CCCC1)N1C=NC(=C1C1=CC=C(O1)C(=O)NC1=CC=C(C=C1)C(C)C)C1=CC=C(C=C1)F 5-(1-cyclopentyl-4-(4-fluorophenyl)-1H-imidazol-5-yl)-N-(4-isopropylphenyl)furan-2-carboxamide